2'-chloro-N-(5-(cyclopropylethynyl)-1,3,4-thiadiazol-2-yl)-5'-methoxy-1-methyl-6-oxo-1,6-dihydro-[3,4'-bipyridine]-4-carboxamide ClC1=NC=C(C(=C1)C1=CN(C(C=C1C(=O)NC=1SC(=NN1)C#CC1CC1)=O)C)OC